(9S)-1-(3-chlorophenyl)-1,1-difluoro-6-((1-methylcyclobutyl)methyl)-4,7,11-trioxo-9-(((S)-2-oxopyrrolidin-3-yl)methyl)-2-phenyl-3-oxa-5,8,12-triazatetradecan-10-yl acetate C(C)(=O)OC([C@@H](NC(C(NC(OC(C(F)(F)C1=CC(=CC=C1)Cl)C1=CC=CC=C1)=O)CC1(CCC1)C)=O)C[C@H]1C(NCC1)=O)C(NCC)=O